C(C)(C)(C)OC(=O)N1CC(CCC1)C(C)OC1=C(C=CC=C1)C(F)(F)F 3-(1-(2-(trifluoromethyl)phenoxy)ethyl)piperidine-1-carboxylic acid tert-butyl ester